methyl N-[2-[6-[(6-methoxy-2-methyl-3,4-dihydro-1H-isoquinolin-7-yl)amino]pyrazolo[3,4-d]pyrimidin-1-yl]ethyl]carbamate COC=1C=C2CCN(CC2=CC1NC1=NC=C2C(=N1)N(N=C2)CCNC(OC)=O)C